Bromocatechole BrC1=C(C(O)=CC=C1)O